3-ethylsulfonylimidazo[1,2-a]Pyridine-2-carboxylic acid C(C)S(=O)(=O)C1=C(N=C2N1C=CC=C2)C(=O)O